tert-butyl ((E)-((4-((4-((E)-N'-(tert-butoxycarbonyl)picolinimidamido)-2-chlorophenyl)carbamoyl)-3-chlorophenyl)amino)(pyridin-2-yl)methylene)carbamate C(C)(C)(C)OC(=O)/N=C(\C1=NC=CC=C1)/NC1=CC(=C(C=C1)NC(=O)C1=C(C=C(C=C1)N\C(\C1=NC=CC=C1)=N\C(OC(C)(C)C)=O)Cl)Cl